1-[2-Hydroxy-1-(3-trifluoromethyl-phenyl)-ethyl]-3-spiro[2.3]hex-5-yl-urea OCC(C1=CC(=CC=C1)C(F)(F)F)NC(=O)NC1CC2(CC2)C1